COC=1C=C(CCNC(=O)C2=NC(=CN=C2)C=2C=NC(=CC2)OCC)C=C(C1)OC N-(3,5-dimethoxyphenethyl)-6-(6-ethoxypyridin-3-yl)pyrazine-2-carboxamide